ClC=1C=C(C=CC1Cl)C=1N=C(SC1SC(C)C)N1N=C(C(=C1C(=O)OC)CC1=C(C=CC=C1)[N+](=O)[O-])C methyl 1-(4-(3,4-dichlorophenyl)-5-(isopropylthio)thiazol-2-yl)-3-methyl-4-(2-nitrobenzyl)-1H-pyrazole-5-carboxylate